molybdenum tetramethylheptane CC(C(C)(C)C)CCCCC.[Mo]